rac-5-[4-amino-2-(N-(2-amino-1-methyl-2-oxoethyl)-4-fluoro-anilino)thiazole-5-carbonyl]-N-[2-(trifluoromethoxy)ethyl]isoxazole-3-carboxamide NC=1N=C(SC1C(=O)C1=CC(=NO1)C(=O)NCCOC(F)(F)F)N(C1=CC=C(C=C1)F)[C@@H](C(=O)N)C |r|